IC=1C=NC(=NC1)NC=1SC(=CN1)C1=NC(=NC=C1)OC1CCC2(COC2)CC1 5-iodo-N-[5-(2-{2-oxaspiro[3.5]nonan-7-yloxy}pyrimidin-4-yl)-1,3-thiazol-2-yl]pyrimidin-2-amine